2-ethoxybenzylidene-malonic acid dipropyl ester C(CC)OC(C(C(=O)OCCC)=CC1=C(C=CC=C1)OCC)=O